1-(1-(fluoromethyl)cyclopropyl)-4-((5-(2-fluorophenyl)-1,3,4-thiadiazol-2-yl)methyl)piperazine-2,3-dione FCC1(CC1)N1C(C(N(CC1)CC=1SC(=NN1)C1=C(C=CC=C1)F)=O)=O